[C@@H]1([C@H](CC2=CC=CC=C12)N)N (1R,2S)-2,3-dihydro-1H-indene-1,2-diamine